trans-dimethyl-[1-(2-nitro-thioxanthen-9-ylidene)-2,3-dihydro-1H-benzo[f]thiochromen-8-yl]amine CN(C1=CC2=C(C=3C(CCSC3C=C2)=C2C3=CC=CC=C3SC=3C=CC(=CC23)[N+](=O)[O-])C=C1)C